N=1C=NN2C=NC(=CC21)OC2=C(C=C(C=C2)NC2=NC=NC1=CC=C(C=C21)OC2CC1CCC(C2)N1C(=O)OC(C)(C)C)C tert-Butyl endo-3-((4-((4-([1,2,4]triazolo[1,5-c]pyrimidin-7-yloxy)-3-methylphenyl)amino)quinazolin-6-yl)oxy)-8-azabicyclo[3.2.1]octane-8-carboxylate